8-Morpholinoimidazo[1,2-b]pyridazine-2-carboxylic acid O1CCN(CC1)C=1C=2N(N=CC1)C=C(N2)C(=O)O